C1(CC1)COC1=CC(=C(CNCC=2C(=C(C=CC2)NC(OC(C)(C)C)=O)F)C=C1)O tert-butyl (3-(((4-(cyclopropylmethoxy)-2-hydroxybenzyl)amino)methyl)-2-fluorophenyl)carbamate